CC1(NOC(=N1)N)N 3-methyl-1,2,4-oxadiazol-diamine